methyl 2,2-dichloro-2-methoxyacetate ClC(C(=O)OC)(OC)Cl